C(C)(C)(C)OC(=O)N1C[C@H](OC[C@@H]1C)C1=CC(=NC(=C1)Cl)Cl.C(C=C)(=O)N1C[C@H](OC[C@@H]1C)C1=CC(=NC(=C1)Cl)C1=CC(=NC=N1)C(=O)NC 6-(4-((2R,5S)-4-acryloyl-5-methylmorpholin-2-yl)-6-chloropyridin-2-yl)-N-methylpyrimidine-4-carboxamide tert-butyl-(2R,5S)-2-(2,6-dichloropyridin-4-yl)-5-methylmorpholine-4-carboxylate